FC(C1=NN=C(O1)C1=CC=2N(C=C1)C=C(N2)CN(C(=O)C2CNC2)C2=CC=CC=C2)F N-((7-(5-(difluoromethyl)-1,3,4-oxadiazol-2-yl)imidazo[1,2-a]pyridin-2-yl)methyl)-N-phenylazetidin-3-carboxamide